FC(C)(C)C1CCC(CC1)C=O 4-(2-fluoroprop-2-yl)cyclohexane-carbaldehyde